5,5-diphenyl-N-(o-toluenesulfonyl)-4,5-dihydro-isoxazole-3-carboxamide C1(=CC=CC=C1)C1(CC(=NO1)C(=O)NS(=O)(=O)C=1C(C)=CC=CC1)C1=CC=CC=C1